4-(5-(3-aminopiperidine-1-carbonyl)-1-(p-tolyl)-1H-benzo[d]imidazol-2-yl)benzonitrile NC1CN(CCC1)C(=O)C1=CC2=C(N(C(=N2)C2=CC=C(C#N)C=C2)C2=CC=C(C=C2)C)C=C1